5-[(2-{[(2,4-dimethoxyphenyl)methyl]amino}-3-fluoropyridin-4-yl)oxy]-N-(2-fluoro-4-methylphenyl)-4-methylpyridin-3-amine COC1=C(C=CC(=C1)OC)CNC1=NC=CC(=C1F)OC=1C(=C(C=NC1)NC1=C(C=C(C=C1)C)F)C